N-(2-Cyanoethyl)-2-((4-(7-(((2S,5R)-5-(ethylsulfonamido)tetrahydro-2H-pyran-2-yl)methyl)-2,7-diazaspiro[3.5]nonan-2-yl)pyrimidin-5-yl)oxy)-5-fluoro-N-isopropylbenzamide C(#N)CCN(C(C1=C(C=CC(=C1)F)OC=1C(=NC=NC1)N1CC2(C1)CCN(CC2)C[C@H]2OC[C@@H](CC2)NS(=O)(=O)CC)=O)C(C)C